3-(1'-((1-(2-chlorophenyl)-1H-pyrazol-3-yl)methyl)-6-oxo-6,8-dihydro-2H,7H-spiro[furo[2,3-e]isoindole-3,4'-piperidin]-7-yl)piperidine-2,6-dione ClC1=C(C=CC=C1)N1N=C(C=C1)CN1CCC2(CC1)COC1=C3CN(C(C3=CC=C12)=O)C1C(NC(CC1)=O)=O